bis(2,4,6-trimethylpyridinium) iodonium hexafluorophosphate F[P-](F)(F)(F)(F)F.[IH2+].CC1=[NH+]C(=CC(=C1)C)C.CC1=[NH+]C(=CC(=C1)C)C.F[P-](F)(F)(F)(F)F.F[P-](F)(F)(F)(F)F